1-(4-((4-((4-chloro-3-fluorobenzyl)amino)-7-methoxy-quinazolin-6-yl)oxy)piperidin-1-yl)prop-2-en-1-one ClC1=C(C=C(CNC2=NC=NC3=CC(=C(C=C23)OC2CCN(CC2)C(C=C)=O)OC)C=C1)F